O1C(COC2=C1C=CC=C2)CNC(=O)C2=CCC=1C(NC(C3=C(N1)C=CC=C3)=O)=C2 N-(2,3-dihydro-1,4-benzodioxin-2-ylmethyl)-11-oxo-10,11-dihydro-6H-dibenzo[b,e][1,4]diazepine-8-carboxamide